OC[C@H]1C[C@H](C1)NC1=NC=2N([C@H](C(NC2C(=N1)C)=O)C)C (7S)-2-((cis-3-(hydroxymethyl)cyclobutyl)amino)-4,7,8-trimethyl-7,8-dihydropteridin-6(5H)-one